C(C1=CC=CC=C1)NC(=O)N([C@@H]1CC[C@H](CC1)NC(OC(C)(C)C)=O)C1=NC=C(N=C1)C=1C=NN(C1)C tert-butyl (trans-4-((benzylcarbamoyl)(5-(1-methyl-1H-pyrazol-4-yl)pyrazin-2-yl)amino)cyclohexyl)carbamate